NC(C(O)CO)CO 2-amino-1-hydroxymethyl-1,3-propanediol